O1CCN(CC1)C=1C=2N(C=C(N1)N/N=C/C=1C=C(C=CC1)C)C=C(N2)C(=O)NC2CCOCC2 8-morpholino-6-[(2E)-2-(m-tolylmethylene)hydrazino]-N-tetrahydropyran-4-yl-imidazo[1,2-a]pyrazine-2-carboxamide